C1(C(C(C(C2=CC=CC=C12)[Si](C)(C)C)[Si](C)(C)C)[Si](C)(C)C)[Si](C)(C)C (1,2,3,4-tetrahydronaphthalene-1,2,3,4-tetrayl)tetrakis(trimethylsilane)